NC=1C=NC=CC1 3-Aminopyridine